NC=1C=C(C=CC1)C=CC(C=CC1=CC(=CC=C1)N)=O 1,5-bis(3-aminophenyl)-1,4-pentadien-3-one